nickel-cobalt-iron [Fe].[Co].[Ni]